C(C=C)(=O)OCC(COC(C=C)=O)(COCC(COC(C=C)=O)(COC(C=C)=O)COC(C=C)=O)CO dipentaerythritol Pentaacrylate